ClC1=C(C=CC(=C1)C(F)(F)F)N(C=1C(C(C1NCC1=CC(=C(C=C1)C1=NOC(=N1)C(F)(F)F)F)=O)=O)C 3-((2-chloro-4-(trifluoromethyl)phenyl)(methyl)amino)-4-((3-fluoro-4-(5-(trifluoromethyl)-1,2,4-oxadiazol-3-yl)benzyl)amino)cyclobut-3-ene-1,2-dione